3-[[2-[6-(3-cyclopropyl-1H-1,2,4-triazol-5-yl)-2-azaspiro[3.3]heptane-2-carbonyl]-2,6-diazaspiro[3.3]heptan-6-yl]methyl]-1-(2,2,2-trifluoroethyl)-2-pyridone C1(CC1)C1=NNC(=N1)C1CC2(CN(C2)C(=O)N2CC3(C2)CN(C3)CC=3C(N(C=CC3)CC(F)(F)F)=O)C1